2-(2-chlorophenyl)-N-[4-(1-cyclopentyl-1H-pyrazol-4-yl)-3-sulfamoylphenyl]acetamide ClC1=C(C=CC=C1)CC(=O)NC1=CC(=C(C=C1)C=1C=NN(C1)C1CCCC1)S(N)(=O)=O